N=1NC=C2C1CNC2 4H,5H,6H-pyrrolo[3,4-c]pyrazole